(4H)-Pyridine N1=CCCC=C1